C(C)(C)(C)OC(=O)N1CCC(=CC1)C1=CC=C(C2=C1C=CO2)C(=O)OC.COC=2C=C(NC1=CC=C(C=C1)OC)C=C(C2OC)OC 3,4,5-trimethoxy-N-(4-methoxyphenyl)aniline tert-butyl-4-[7-(methoxycarbonyl)-1-benzofuran-4-yl]-3,6-dihydro-2H-pyridine-1-carboxylate